8,9-difluoro-5,6-dimethyl-6H-pyrido[4,3-b]carbazole-1-carboxylic acid FC=1C(=CC=2C=3C=C4C(=C(C3N(C2C1)C)C)C=CN=C4C(=O)O)F